C(#N)C1=CC(=C(C=C1)N1C(=C(CC2=C(N=CC(=C12)C)OCC1(CCC1)C)C(=O)N)C)OC (4-cyano-2-methoxyphenyl)-2,8-dimethyl-5-((1-methylcyclobutyl)methoxy)-1,4-dihydro-1,6-naphthyridine-3-carboxamide